C(CCC\C=C/C\C=C/CC=CC\C=C/C\C=C/CC)(=O)O (5Z,8Z,14Z,17Z)-eicosa-5,8,11,14,17-pentaenoic acid